C(C)OC1(CCC1)C=1SC(=C(N1)C(=O)NN)N1CCOCC1 1-ethoxycyclobutyl-5-morpholinothiazole-4-carbohydrazide